tert-Butyl 3-(hydroxy(7H-pyrrolo[2,3-c]pyridazin-5-yl)methyl)azetidine-1-carboxylate OC(C1CN(C1)C(=O)OC(C)(C)C)C1=CNC=2N=NC=CC21